C(C)(=O)OC=1C=C(C(=O)O)C=C(C1)N(CCN1CCOCC1)S(=O)(=O)C 3-acetoxy-5-(N-(2-morpholinoethyl)-methylsulfonylamino)benzoic acid